C(CC#C)S(=O)(=O)C1=NC=2N(C(N(C(C2N1C)=O)C)=O)C 8-(but-3-ynylsulfonyl)-1,3,7-trimethyl-1H-purine-2,6(3H,7H)-dione